1-(4-(6-bromopyridin-3-yl)piperazin-1-yl)ethan-1-one BrC1=CC=C(C=N1)N1CCN(CC1)C(C)=O